C[C@@H]1CN(C[C@H](N1)C)[C@@H](C(=O)NC=1C=CC=C2C(=CNC12)C1=NC(=NC=C1F)NC1=C(C(=CC=C1)S(=O)(=O)C)F)CC (R)-2-((3R,5R)-3,5-Dimethylpiperazin-1-yl)-N-(3-(5-fluoro-2-((2-fluoro-3-(methylsulfonyl)phenyl)amino)pyrimidin-4-yl)-1H-indol-7-yl)butanamid